C(C1=CC=CC=C1)OC(=O)NC1(CN(CCCC1)C(=O)OC(C)(C)C)C tert-butyl 3-(((benzyloxy)carbonyl)amino)-3-methylazepane-1-carboxylate